1,3-dimethyl 2-chloromalonate ClC(C(=O)OC)C(=O)OC